NC1=C(C(=O)NC=2C=NC=C(C2)C#CC(C)(C)O)C=C(C=N1)C1=CC(=C(C(=C1)C)N1CCN(CC1)C)C (E)-2-amino-5-(3,5-dimethyl-4-(4-methylpiperazin-1-yl)phenyl)-N-(5-(3-hydroxy-3-methylbut-1-ynyl)pyridin-3-yl)nicotinamide